ClC=1C=CC(=C(C1)NC1=CC=C(C=C1)C(=O)N1CCOCC1)[N+](=O)[O-] (4-((5-chloro-2-nitrophenyl)amino)phenyl)(morpholino)methanone